(R)-2,5,7-trimethyl-6-((1-(4-(5-((4-methylpiperazin-1-yl)methyl)pyridin-2-yl)phenyl)pyrrolidin-3-yl)methyl)-[1,2,4]triazolo[1,5-a]pyrimidine CC1=NN2C(N=C(C(=C2C)C[C@H]2CN(CC2)C2=CC=C(C=C2)C2=NC=C(C=C2)CN2CCN(CC2)C)C)=N1